(2S)-2-({[(1S)-1-carboxy-5-[(4S)-4-carboxy-4-[(4S)-4-carboxy-4-{[6-[18F]fluoropyridin-3-yl]formamido}-butanamido]butanamido]-pentyl]carbamoyl}amino)butanedioic acid C(=O)(O)[C@H](CCCCNC(CC[C@H](NC(CC[C@H](NC(=O)C=1C=NC(=CC1)[18F])C(=O)O)=O)C(=O)O)=O)NC(=O)N[C@H](C(=O)O)CC(=O)O